C[C@H](C(=O)OCC1CCCO1)OC2=CC=C(C=C2)OC3=CN=C4C=C(C=CC4=N3)Cl The molecule is a tetrahydrofurylmethyl ester resulting from the formyl condensation of the carboxy group of quizalofop-P with the hydroxy group of tetrahydrofurfuryl alcohol. It has a role as a proherbicide and an agrochemical. It is a quinoxaline herbicide, a tetrahydrofurylmethyl ester, an aromatic ether and an organochlorine compound. It derives from a quizalofop-P and a tetrahydrofurfuryl alcohol.